2-pyrrolyl-2,4,6-trimethylcyclotrisiloxane N1C(=CC=C1)[Si]1(O[SiH](O[SiH](O1)C)C)C